thieno[3,2-d]thiazolidine N1CSC2=C1C=CS2